di-n-butyl 2,3-di-sec-butyl-2-cyanosuccinate C(C)(CC)C(C(=O)OCCCC)(C(C(=O)OCCCC)C(C)CC)C#N